4-(4-((1R,5S)-3,8-diazabicyclo[3.2.1]octan-3-yl)-8-fluoro-2-(3,3,3-trifluoropropoxy)pyrido[4,3-d]pyrimidin-7-yl)-5-chloronaphthalen-2-ol [C@H]12CN(C[C@H](CC1)N2)C=2C1=C(N=C(N2)OCCC(F)(F)F)C(=C(N=C1)C1=CC(=CC2=CC=CC(=C12)Cl)O)F